FC1=C(CN2CCC(CC2)N)C=C(C=C1)F 1-(2,5-difluorobenzyl)piperidin-4-amine